(4-hydroxyphenyl)-[3,3'-bipyridine] OC1=CC=C(C=C1)C1=NC=CC=C1C=1C=NC=CC1